2-amino-1H-purin-6(9H)-one NC=1NC(C=2N=CNC2N1)=O